C1(=CC=CC=C1)C=1C=C2C3=C(NC2=CC1)C(=NC=C3)[C@@H](C)NC(C)=O (R)-N-(1-(6-phenyl-9H-pyrido[3,4-b]indol-1-yl)ethyl)acetamide